C(C)C=1C(=CC=C2C=C(C=C(C12)C1=C(C=2N=C(N=C(C2C=N1)N1CC2(CC2)CC(C1)O)OC[C@]12CCCN2C[C@@H](C1)F)F)O)F 5-(7-(8-Ethyl-7-fluoro-3-hydroxynaphthalen-1-yl)-8-fluoro-2-(((2R,7aS)-2-fluorotetrahydro-1H-pyrrolizin-7a(5H)-yl)methoxy)pyrido[4,3-d]pyrimidin-4-yl)-5-azaspiro[2.5]octan-7-ol